CC1CC=2N=CN=CC2CN1 7-methyl-5,6,7,8-tetrahydropyrido[4,3-d]pyrimidine